4-(2-(5-(4-tert-butylphenyl)-1H-indazol-1-yl)-2-cyclohexylethyl)benzoic acid C(C)(C)(C)C1=CC=C(C=C1)C=1C=C2C=NN(C2=CC1)C(CC1=CC=C(C(=O)O)C=C1)C1CCCCC1